4,4-dimethyl-2,3,4,6,7,8-hexahydro-5H-chromen-5-one CC1(CCOC=2CCCC(C12)=O)C